COCC1=NC2=C(N1C)C=C(C(=C2C(=O)OC)C2=CC=CN1C(=CC=C21)C(C2=CC(=C(C(=C2)F)F)F)=O)C(F)(F)F methyl 2-(methoxymethyl)-1-methyl-5-(3-(3,4,5-trifluorobenzoyl)indolizin-8-yl)-6-(trifluoromethyl)-1H-benzo[d]imidazole-4-carboxylate